5-(4-((5-aminoisothiazol-3-yl)methyl)piperazin-1-yl)-N,6-dimethylpicolinamide NC1=CC(=NS1)CN1CCN(CC1)C=1C=CC(=NC1C)C(=O)NC